6-(3-fluorophenyl)-4-methyl-1,5-naphthyridin-2-amine FC=1C=C(C=CC1)C=1N=C2C(=CC(=NC2=CC1)N)C